C[C@H]1OC[C@]1(C)NS(=O)(=O)C=1C=C2C(N(C(N(C2=CC1)CC)=O)CC)=O |o1:1,4| rel-N-[(2R,3S)-2,3-dimethyloxetan-3-yl]-1,3-diethyl-2,4-dioxoquinazoline-6-sulfonamide